{3-[3-amino-4-(7H-pyrrolo[2,3-d]pyrimidin-4-yl)-1H-pyrazol-1-yl]-1-(isopropylsulfonyl)azetidin-3-yl}acetonitrile ethanesulfonate C(C)S(=O)(=O)O.NC1=NN(C=C1C=1C2=C(N=CN1)NC=C2)C2(CN(C2)S(=O)(=O)C(C)C)CC#N